(R)-3-(2-((tert-butyldiphenylsilyl)oxy)ethyl)-N6-(2-fluorobenzyl)-N2-isopropyl-4-(3-(pyridin-3-yl)phenyl)-1,3-dihydro-2H-pyrrolo[3,4-c]pyridine-2,6-dicarboxamide [Si](C1=CC=CC=C1)(C1=CC=CC=C1)(C(C)(C)C)OCC[C@H]1N(CC2=C1C(=NC(=C2)C(=O)NCC2=C(C=CC=C2)F)C2=CC(=CC=C2)C=2C=NC=CC2)C(=O)NC(C)C